C(CCCCCCCCCCC)OC(CCCCCCCN(CCCN(CCCCCCCC(=O)[O-])CCCCCCCC(=O)[O-])CCO)=C=O 8,8'-((3-((8-(dodecyloxy)-8-carbonyloctyl)(2-hydroxyethyl)amino)propyl)azanediyl)dioctanoate